CC1(OCCC2=C(C=CC=C12)CC(=O)OC(C)(C)C)C tert-butyl 2-(1,1-dimethylisochroman-5-yl)acetate